trans-linalool oxide C[C@]1(CC[C@H](O1)C(C)(C)O)C=C